N1=C(C=CC=2N=C3COC[C@]4(N3C21)COC2=C4C=CC=C2)C=2C=NC(=NC2)N2C[C@H](N(CC2)C(CO)=O)C 1-((R)-4-(5-((S)-6',8'-dihydro-2H-spiro[benzofuran-3,9'-pyrido[3',2':4,5]imidazo[2,1-c][1,4]oxazin]-2'-yl)pyrimidin-2-yl)-2-methylpiperazin-1-yl)-2-hydroxyethanone